C(C)[SiH2]O[SiH2]O[SiH3] Ethyl-Trisilox-ane